C(C(=C)C)(=O)OCCC[Si](O[Si](O[Si](C)(C)C)(O[Si](C)(C)C)C)(O[Si](O[Si](C)(C)C)(O[Si](C)(C)C)C)O[Si](O[Si](C)(C)C)(O[Si](C)(C)C)C 3-(5-((1,1,1,3,5,5,5-heptamethyltrisiloxan-3-yl)oxy)-1,1,1,3,7,9,9,9-octamethyl-3,7-bis((trimethylsilyl)oxy)pentasiloxan-5-yl)propyl methacrylate